(S)-N-(1-(6,7-difluoro-4-oxo-3,4-dihydrophthalazin-1-yl)ethyl)-N-methyl-4H-thieno[3,2-b]pyrrole-5-carboxamide FC=1C=C2C(NN=C(C2=CC1F)[C@H](C)N(C(=O)C1=CC2=C(N1)C=CS2)C)=O